COC(=O)C=1SC2=C(N1)C=C(N2C(=O)OC(C)(C)C)C=2C(=C(C=1N(C2)N=CN1)C)C 5-(7,8-dimethyl-[1,2,4]triazolo[1,5-a]pyridin-6-yl)-4H-pyrrolo[3,2-d]thiazole-2,4-dicarboxylic acid 4-(tert-butyl) 2-methyl ester